4,4'-diamino-5-phenoxybenzophenone NC1=CC=C(C(=O)C2=CC=C(C=C2)N)C=C1OC1=CC=CC=C1